C1(CC1)C1=C(C(=NO1)C1=C(C=CC=C1Cl)Cl)COC1CCN(CC1)C1=CC=C(C=N1)B(O)O (6-(4-((5-cyclopropyl-3-(2,6-dichlorophenyl)isoxazol-4-yl)methoxy)piperidin-1-yl)pyridine-3-yl)boronic acid